palladium(II) dichlorine [Cl+].[Cl+].[Pd+2]